N-(8-(2,6-dioxopiperidin-3-yl)-2,2-dimethyl-7-oxo-2,3,4,7,8,9-hexahydropyrano[2,3-e]isoindol-4-yl)acetamide O=C1NC(CCC1N1C(C2=CC=C3C(=C2C1)OC(CC3NC(C)=O)(C)C)=O)=O